OCCNCCNCC(C)O 1-[2-(2-hydroxyethyl-amino)ethylamino]propan-2-ol